(E)-2-amino-6-cyclopropyl-4-(1-methyl-1H-pyrazol-3-yl)-7-(2-(trifluoromethoxy)phenylmethylene)-6,7-dihydro-5H-pyrrolo[3,4-d]pyrimidin-5-one NC=1N=C(C2=C(N1)\C(\N(C2=O)C2CC2)=C/C2=C(C=CC=C2)OC(F)(F)F)C2=NN(C=C2)C